COC(CCSC=1N=C(C2=C(N1)SC=C2)NC2=CC=C(C1=CC=CC=C21)C2CC2)=O 3-((4-((4-Cyclopropylnaphthalen-1-yl)amino)thieno[2,3-d]Pyrimidin-2-yl)thio)propionic acid methyl ester